N-(4-(3-(4-chlorobenzyl)ureido)phenyl)-1-phenylmethanesulfonamide ClC1=CC=C(CNC(NC2=CC=C(C=C2)NS(=O)(=O)CC2=CC=CC=C2)=O)C=C1